NNC(SC)=NN 1,3-diamino-2-methyl-isothiourea